NC(CC(=O)O)C(NC(C(=O)OC)CSCCC)=O 3-Amino-3-{[1-methoxy-1-oxo-3-(propyl-sulfanyl)propan-2-yl]carbamoyl}propanoic acid